NC1=C(C(=NC=2N1N=C(C2Cl)C)NCCC2=NN(C(=C2)C)C2(CC2)CO)C#N 7-amino-3-chloro-5-((2-(1-(1-(hydroxymethyl)cyclopropyl)-5-methyl-1H-pyrazol-3-yl)ethyl)amino)-2-methylpyrazolo[1,5-a]pyrimidine-6-carbonitrile